7-(pyridin-4-yl)indolin-2-one N1=CC=C(C=C1)C=1C=CC=C2CC(NC12)=O